FC(OC=1C=C(C=CC1)C(C)=O)(F)F 1-(3-(trifluoromethoxy)phenyl)ethan-1-one